COC=1C=C(C=NC1OC)C1=NC(CC2=CC=CC=C12)(C)C 1-(5,6-dimethoxy-3-pyridyl)-3,3-dimethyl-4H-isoquinoline